C(C)(C)(C)OC(=O)N1CCC=2C=CC(=NC2C1)CO 2-(hydroxymethyl)-6,8-dihydro-5H-1,7-naphthyridine-7-carboxylic acid tert-butyl ester